OC1=C(C(N(C=C1)C)=O)NC(N[C@@H](CC(=O)OCC)C1=CC(=CC=C1)OC1=C(C=CC=C1)C)=O ethyl (S)-3-(3-(4-hydroxy-1-methyl-2-oxo-1,2-dihydropyridin-3-yl)ureido)-3-(3-(o-tolyloxy) phenyl)propanoate